lithium 2-tert-butyl-4,6-dimethylphenyl-2'-(trimethylsilyl)biphenyl C(C)(C)(C)C1=C(C(=CC(=C1)C)C)C1=C(C=CC=C1)C1=C(C=CC=C1)[Si](C)(C)C.[Li]